C(C)C(COP(OCC(CCCC)CC)=O)CCCC di(2-ethylhexyl)phosphonic acid